(2S,4R)-1-[(2S)-2-(5-bromopentanoylamino)-3,3-dimethyl-butanoyl]-4-hydroxy-N-[(1S)-1-[4-(4-methylthiazol-5-yl)phenyl]ethyl]pyrrolidine-2-carboxamide BrCCCCC(=O)N[C@H](C(=O)N1[C@@H](C[C@H](C1)O)C(=O)N[C@@H](C)C1=CC=C(C=C1)C1=C(N=CS1)C)C(C)(C)C